ClC1=C2C=C(NC2=C(C(=C1)C=1CN(CCC1)C(C)=O)F)C(=O)N1CC=2N(N=CC2C1)C 1-(3-(4-Chloro-7-fluoro-2-(1-methyl-1,4,5,6-tetrahydropyrrolo[3,4-c]pyrazole-5-carbonyl)-1H-indol-6-yl)-5,6-dihydropyridin-1(2H)-yl)ethanone